The molecule is an enoate ester that is the methyl ester of (2E)-3-methoxy-2-[2-({[6-(trifluoromethyl)pyridin-2-yl]oxy}methyl)phenyl]prop-2-enoic acid. A cereal fungicide used to control a wide range of diseases including brown rust, tan spot, powdery mildew and net blotch. It has a role as a mitochondrial cytochrome-bc1 complex inhibitor and an antifungal agrochemical. It is an aromatic ether, an enoate ester, an enol ether, an organofluorine compound, a member of pyridines and a methoxyacrylate strobilurin antifungal agent. CO/C=C(\\C1=CC=CC=C1COC2=CC=CC(=N2)C(F)(F)F)/C(=O)OC